ethyl 2-(12-chloro-9-oxo-5-thia-1,3,10,11-tetrazatricyclo[6.4.0.02,6]-dodeca-2(6),3,7,11-tetraen-10-yl)acetate ClC1=NN(C(C2=CC=3SC=NC3N12)=O)CC(=O)OCC